3,7-dimethyloct-2,6-dienyl 2-oxo-2-phenylacetate O=C(C(=O)OCC=C(CCC=C(C)C)C)C1=CC=CC=C1